4-(3-chloro-2-fluoro-6-methoxyphenyl)-N-(4-(4-hydroxybutyl)-5-oxo-4,5-dihydro-1,3,4-thiadiazol-2-yl)-6-methylnicotinamide ClC=1C(=C(C(=CC1)OC)C1=CC(=NC=C1C(=O)NC=1SC(N(N1)CCCCO)=O)C)F